4-[1-[[4-[2-(4-Cyanophenoxy)ethyl-methyl-amino]tetrahydropyran-4-carbonyl]amino]cyclopropyl]benzoic acid, hydrochloride Cl.C(#N)C1=CC=C(OCCN(C2(CCOCC2)C(=O)NC2(CC2)C2=CC=C(C(=O)O)C=C2)C)C=C1